3-(2-methyl-4-oxo-6-((4-(thiomorpholinomethyl)benzyl)thio)quinazolin-3(4H)-yl)piperidine-2,6-dione CC1=NC2=CC=C(C=C2C(N1C1C(NC(CC1)=O)=O)=O)SCC1=CC=C(C=C1)CN1CCSCC1